2-bromo-3-fluoro-4-(3-oxopropoxy)benzonitrile BrC1=C(C#N)C=CC(=C1F)OCCC=O